N-(1-(4-chloro-6-(neopentylamino)pyridin-2-yl)cyclopropyl)-3-(2,4-difluorophenyl)-3-hydroxybutanamide ClC1=CC(=NC(=C1)NCC(C)(C)C)C1(CC1)NC(CC(C)(O)C1=C(C=C(C=C1)F)F)=O